bis(4-aminoanilino)benzene NC1=CC=C(NC2=C(C=CC=C2)NC2=CC=C(C=C2)N)C=C1